(R)-8-(1-((1,1-dioxido-2,3-dihydrobenzo[b]thiophen-7-yl)amino)ethyl)-3,6-dimethyl-2-morpholinoquinazolin-4(3H)-one O=S1(C2=C(CC1)C=CC=C2N[C@H](C)C=2C=C(C=C1C(N(C(=NC21)N2CCOCC2)C)=O)C)=O